C1(=C(C=CC2=CC=CC=C12)OC1=C(C=C(C2=CC=CC=C12)CO)C1=CC=CC2=C1SC1=C2C=CC=C1)C1=C(C=CC2=CC=CC=C12)OC1=C(C=C(C2=CC=CC=C12)CO)C1=CC=CC2=C1SC1=C2C=CC=C1 ([1,1'-binaphthalene]-2,2'-diylbis{oxy[3-(dibenzo[b,d]thiophen-4-yl)naphthalene-4,1-diyl]})dimethanol